(2R,5S)-3-(4-aminophenylethyl)-2-(1-(4-bromophenyl)-3-(5-chloropyridin-2-yl)-1H-pyrazol-4-yl)-5-methyloxazolidin-4-one NC1=CC=C(C=C1)CCN1[C@H](O[C@H](C1=O)C)C=1C(=NN(C1)C1=CC=C(C=C1)Br)C1=NC=C(C=C1)Cl